1-[4-[(E)-3-(3-Ethoxy-4-methoxyphenyl)prop-2-enoyl]phenyl]sulfonylpiperidine-4-carboxylic acid C(C)OC=1C=C(C=CC1OC)/C=C/C(=O)C1=CC=C(C=C1)S(=O)(=O)N1CCC(CC1)C(=O)O